N=1C(=CN2C1C=CC=C2)CC=O 2-(imidazo[1,2-a]pyridin-2-yl)ethan-1-one